CN(C=NC1=NC(SS1)=S)C N,N-dimethyl-N'-(3-sulfanylidene-3H-1,2,4-dithiazol-5-yl)methaneimidamide